C(C=C)(=O)N1[C@H](CN(CC1)C1=NC(=NC2=C(C(=C(C=C12)F)C1=CC=CC2=CC=CC(=C12)Cl)F)OC[C@H]1N(CCC1)C)CC#N 2-((S)-1-acryloyl-4-(6,8-difluoro-7-(8-chloronaphthalen-1-yl)-2-(((S)-1-methylpyrrolidin-2-yl)methoxy)quinazolin-4-yl)piperazin-2-yl)acetonitrile